N-(3-trifluoromethyl-phenyl)-N-[4-amino-2-(1H-tetrazol-5-yl)-phenyl]urea FC(C=1C=C(C=CC1)N(C(=O)N)C1=C(C=C(C=C1)N)C1=NN=NN1)(F)F